FC1=CC=CC=2OCCCOC=3C(=CC=C(C4=NNC5=CN=C(C12)C=C45)C3)N3C[C@@H](N(CC3)C)CO [(2R)-4-{16-fluoro-7,11-dioxa-19,22,23-triazapentacyclo[16.5.2.12,6.012,17.021,24]hexacosa-1(23),2,4,6(26),12(17),13,15,18,20,24-decaen-5-yl}-1-methylpiperazin-2-yl]methanol